FC1=CC=C(C=C1)N(C(OC1=C(C=C(C=C1C(F)(F)F)C(F)(F)F)N1C([C@H]([C@@H](C1)O)O)=O)=O)C([2H])([2H])[2H] 2-((3S,4R)-3,4-dihydroxy-2-oxopyrrolidin-1-yl)-4,6-bis(trifluoromethyl)phenyl (4-fluorophenyl)(methyl-d3)carbamate